(6-(piperazin-1-yl)pyridin-3-yl)boric acid N1(CCNCC1)C1=CC=C(C=N1)OB(O)O